7-(furan-2-yl)-11-methyl-4-propan-2-yl-3,5,6,8,10-pentazatricyclo[7.3.0.02,6]dodeca-1(9),2,4,7,11-pentaene O1C(=CC=C1)C=1N2N=C(N=C2C=2C=C(NC2N1)C)C(C)C